FC1=C(C=C(C=C1)N1N(C(CC1=O)C(=O)NCCCN1CCCC1)C1=NC(=CC(=C1)C(F)(F)F)C)C (4-fluoro-3-methylphenyl)-2-(6-methyl-4-(trifluoromethyl)pyridin-2-yl)-5-oxo-N-(3-(pyrrolidin-1-yl)propyl)pyrazolidine-3-carboxamide